8-(4-chlorobenzoyl)-6-(3,4-difluorophenyl)-6-hydroxy-1,2,3,4-tetrahydropyrrolo[1,2-a]pyrimidine ClC1=CC=C(C(=O)C=2CC(N3C2NCCC3)(O)C3=CC(=C(C=C3)F)F)C=C1